C(C)(=O)[O-].C(=O)(O)C=1NC2=C(C=CC=C2C1C=1C=C2CC(NC2=CC1)=O)[C@H](C)N1C(OC2(CC(C2)C[NH3+])C1)=O ((2S,4r)-7-((S)-1-(2-carboxy-3-(2-oxoindolin-5-yl)-1H-indol-7-yl)ethyl)-6-oxo-5-oxa-7-azaspiro[3.4]octan-2-yl)methanaminium acetate